isopropyl 3-(3-acrylamido-4-methylphenyl)-2-(4-(2-(dimethylamino)ethoxy)phenyl)-4-methyl-1H-pyrrolo[2,3-b]pyridine-5-carboxylate C(C=C)(=O)NC=1C=C(C=CC1C)C1=C(NC2=NC=C(C(=C21)C)C(=O)OC(C)C)C2=CC=C(C=C2)OCCN(C)C